2,5-Dioxapyrrolidin-1-yl-4-(4-((3-(hydroxymethyl)-4-nitrobenzyl)amino)phenyl)butyric acid N1(OCCO1)C(C(=O)O)CCC1=CC=C(C=C1)NCC1=CC(=C(C=C1)[N+](=O)[O-])CO